CC1=C2C(C=C(OC2=CC(=C1)C)C1=CC=C(C=C1)CCCC)=O 5,7-diMethyl-4'-n-butylflavone